{9-[(2-cyanophenyl)methyl]-5-carbamoylcarbazol-4-yl}oxyacetic acid C(#N)C1=C(C=CC=C1)CN1C2=CC=CC(=C2C=2C(=CC=CC12)OCC(=O)O)C(N)=O